N-(beta-aminoethyl)aminopropyl-methyldiethoxysilane NCCNCCC[Si](OCC)(OCC)C